[IH]1C(=CC=C1)C(=N)N iodolamidine